tert-butyl 4-(1-methyl-8-(1-methyl-1H-pyrazol-4-yl)-3H-pyrrolo[2,3-c]isoquinolin-2-yl)piperidine-1-carboxylate CC1=C(NC=2N=CC=3C=CC(=CC3C21)C=2C=NN(C2)C)C2CCN(CC2)C(=O)OC(C)(C)C